The molecule is a hydroxy fatty acid anion that is the conjugate base of 7-hydroxylauric acid, obtained by deprotonation of the carboxy group; major species at pH 7.3. It is a hydroxy fatty acid anion and a medium-chain fatty acid anion. It is a conjugate base of a 7-hydroxylauric acid. CCCCCC(CCCCCC(=O)[O-])O